C(C1=CC=CC=C1)N1S(N(CC1)CCNC1=NC=CC(=N1)C1=C(N=C2OC=CN21)C2=CC(=CC=C2)O)(=O)=O 2-benzyl-5-(2-((4-(6-(3-hydroxylphenyl)imidazo[2,1-b]oxazol-5-yl)pyrimidin-2-yl)amino)ethyl)-1,2,5-thiadiazolidine 1,1-dioxide